propyl-magnesium hydride [H-].C(CC)[Mg+]